FC1=NN2C(N=CC3=C2C(CC3C#N)(C=3C=NN(C3)C)C)=C1 2-fluoro-8-methyl-8-(1-methyl-1H-pyrazol-4-yl)-7,8-dihydro-6H-cyclopenta[e]pyrazolo[1,5-a]pyrimidine-6-carbonitrile